COC1=CC=C2C(=CC=NC2=C1)OC1=CC=C(C=C1)S(=O)(N)=NCC(F)(F)F 4-((7-methoxyquinolin-4-yl)oxy)-N'-(2,2,2-trifluoroethyl)benzenesulfonimidamide